OC(C)(C)C=1SC(=CN1)[S@@](=O)(N)=NC(NC1=C2CCC2=CC=2CCC12)=O (R)-2-(2-hydroxy-propan-2-yl)-N'-(tricyclo[6.2.0.03,6]deca-1,3(6),7-trien-2-yl-carbamoyl)thiazole-5-sulfonimidamide